2-[5-(4-chlorophenyl)-1,2,4-oxadiazol-3-yl]Ethyl acetate C(C)(=O)OCCC1=NOC(=N1)C1=CC=C(C=C1)Cl